(4-methanesulfonylpyridin-3-yl)-8-(3-methyl-1-benzofuran-5-yl)quinoxalin-6-amine CS(=O)(=O)C1=C(C=NC=C1)C1=NC2=C(C=C(C=C2N=C1)N)C=1C=CC2=C(C(=CO2)C)C1